C(=O)(O)CN(CCN(CC(=O)O)CC)CC(=O)O N-[2-[bis(carboxymethyl)amino]ethyl]-N-ethyl-glycine